C(C)(C)(C)C1=CC=C(C=C1)C1=CC(=CC=2C3=CC(=CC=C3NC12)[Si](C1=CC=CC=C1)(C1=CC=CC=C1)C1=CC=CC=C1)[Si](C1=CC=CC=C1)(C1=CC=CC=C1)C1=CC=CC=C1 (4-tert-butylphenyl)-3,6-bis(triphenylsilyl)-9H-Carbazole